C(C)(=O)NC1=C(C=C(C=C1F)F)NC1=NC=C(C=C1)F 2-((2-acetamido-3,5-difluorophenyl)amino)-5-fluoropyridin